2-[(3,4-dihydro-2(1H)-isoquinolinyl)methyl]-5-(phenylmethoxy)-4H-pyran-4-one C1N(CCC2=CC=CC=C12)CC=1OC=C(C(C1)=O)OCC1=CC=CC=C1